C(C)OC(=C)C1=CC=C(S1)C1(CN(CC1)C(=O)OC(C)(C)C)OC tert-butyl 3-(5-(1-ethoxyvinyl)thiophen-2-yl)-3-methoxypyrrolidine-1-carboxylate